N2-(3,3-difluorocyclopentyl)-N4-(1-methylpyrrolidin-3-yl)-6-(6-(trifluoromethyl)pyridin-2-yl)-1,3,5-triazine-2,4-diamine FC1(CC(CC1)NC1=NC(=NC(=N1)NC1CN(CC1)C)C1=NC(=CC=C1)C(F)(F)F)F